(5-fluoroquinolin-3-yl)-1-(1-oxo-1,2-dihydroisoquinolin-5-yl)-5-trifluoromethyl-1H-pyrazole-4-carboxamide FC1=C2C=C(C=NC2=CC=C1)C1=NN(C(=C1C(=O)N)C(F)(F)F)C1=C2C=CNC(C2=CC=C1)=O